(E)-N-(1-(2-(3-(hydroxyamino)-3-oxoprop-1-en-1-yl)phenyl)piperidin-4-yl)-1-methylazetidine-3-carboxamide ONC(/C=C/C1=C(C=CC=C1)N1CCC(CC1)NC(=O)C1CN(C1)C)=O